4-methoxyquinoline-6-carboxylic acid methyl ester COC(=O)C=1C=C2C(=CC=NC2=CC1)OC